2-fluoro-3-[(3s,4r)-4-fluoro-3-methyl-1-(oxetan-3-yl)piperidin-4-yl]-5-(prop-1-yn-1-yl)pyridine FC1=NC=C(C=C1[C@@]1([C@H](CN(CC1)C1COC1)C)F)C#CC